COC([C@@H](NC1=CC=CC2=CC=CC=C12)C)=O naphthylalanine methyl ester